2-chloro-6-ethoxy-4-(3-((4-methyl-4H-1,2,4-triazol-3-yl)methyl)oxetan-3-yl)pyridine ClC1=NC(=CC(=C1)C1(COC1)CC1=NN=CN1C)OCC